2-[(6-chloro-2,2-diethyl-1,3-benzodioxol-5-yl)methyl]-4,4-dimethyl-isoxazolidin-3-one ClC=1C(=CC2=C(OC(O2)(CC)CC)C1)CN1OCC(C1=O)(C)C